2,4-bis(trichloromethyl)-6-(4-methoxynaphthyl)-1,3,5-Triazine ClC(C1=NC(=NC(=N1)C(Cl)(Cl)Cl)C1=CC=C(C2=CC=CC=C12)OC)(Cl)Cl